(2R,3R,4S,5R)-2-(6-chloro-4-(((S)-1-(2-fluorophenyl)ethyl)amino)-1H-pyrazolo[3,4-b]pyridin-1-yl)-5-(hydroxymethyl)tetrahydrofuran-3,4-diol ClC1=CC(=C2C(=N1)N(N=C2)[C@@H]2O[C@@H]([C@H]([C@H]2O)O)CO)N[C@@H](C)C2=C(C=CC=C2)F